O.O.O.FC(C(C(=O)[O-])(F)F)(F)F.[Ag+] Silver(I) pentafluoropropionate trihydrate